ClC1=C(C=CC(=C1)C=1N=NNN1)C1=NNC2=NC(=CN=C21)N2C[C@@H]1[C@]([C@@H]1CC2)(C2=C(C=CC=C2)F)CN ((1S,6R,7R)-3-(3-(2-chloro-4-(2H-tetrazol-5-yl)phenyl)-1H-pyrazolo[3,4-b]pyrazin-6-yl)-7-(2-fluorophenyl)-3-azabicyclo[4.1.0]heptan-7-yl)methanamine